CC=1C(=CC=C2C(CCOC12)=O)O[C@@H]1CCC2=CC(=CC=C12)C#N (R,S)-1-((8-Methyl-4-oxochroman-7-yl)oxy)-2,3-dihydro-1H-indene-5-carbonitrile